C(C)(C)(C)OC(=O)N(C=1N=CC2=C(N1)CCN(C2)C=2C=C(C(=O)OC)C=CC2C)C(=O)OC(C)(C)C methyl 3-{2-[bis(t-butoxycarbonyl) amino]-7,8-dihydropyrido[4,3-d]pyrimidin-6(5H)-yl}-4-methylbenzoate